2-chloro-6-[3-(2,5-dimethyl-4-nitrophenoxy)-1H-pyrazol-1-yl]pyridine ClC1=NC(=CC=C1)N1N=C(C=C1)OC1=C(C=C(C(=C1)C)[N+](=O)[O-])C